BrC1=C(C=CC=C1)S(=O)(=O)N1[C@]2([C@H](C3=CC=CC=C13)O)OC(C=C2C2=CC=C(C=C2)C(C)C)=O (2S,3'S)-1'-((2-bromophenyl)sulfonyl)-3'-hydroxy-3-(4-isopropylphenyl)-5H-spiro[furan-2,2'-indoline]-5-one